COCCC=1SC2=C(N1)C=C(C=C2)[C@@H]2NC[C@H](CC2)C |r| Rac-2-(2-methoxyethyl)-5-((2R,5S)-5-methylpiperidin-2-yl)benzo[d]thiazole